FC1(CC(C(CC1)(O)C)O)F 4,4-difluoro-1-methylcyclohexane-1,2-diol